5-(methylsulfonyl)-1H-pyrazole-4-carboxylic acid ethyl ester C(C)OC(=O)C=1C=NNC1S(=O)(=O)C